9-(4-((1R,2R)-2-aminocyclopentyl)phenyl)-8-hydroxy-6-methylthieno[2,3-c]quinolin-4(5H)-one N[C@H]1[C@H](CCC1)C1=CC=C(C=C1)C=1C=2C3=C(C(NC2C(=CC1O)C)=O)SC=C3